BrC1=CN=C(C(=N1)C(=O)N)O 6-bromo-3-hydroxypyrazine-2-carboxamide